(1R,3S,4R)-N-((S)-1-cyano-2-((S)-2-oxopyrrolidin-3-yl)ethyl)-2-((S)-3-cyclopropyl-2-((5-methylpyridin-3-yl)amino)propanoyl)-5,5-difluoro-2-azabicyclo[2.2.2]octane-3-carboxamide C(#N)[C@H](C[C@H]1C(NCC1)=O)NC(=O)[C@H]1N([C@H]2CC([C@@H]1CC2)(F)F)C([C@H](CC2CC2)NC=2C=NC=C(C2)C)=O